CC=1C(=NC=CC1)[B-](O)(O)O.[Li+] LITHIUM (3-METHYLPYRIDIN-2-YL)TRIHYDROXYBORATE